ClC=1C=CC2=C(N(CC(O2)C(=O)NC23CC(C2)(C3)NC(COC3=CC(=C(C=C3)Cl)F)=O)S(=O)(=O)CCOCC)C1 6-chloro-N-{3-[2-(4-chloro-3-fluorophenoxy)acetamido]bicyclo[1.1.1]pent-1-yl}-4-(2-ethoxyethanesulfonyl)-3,4-dihydro-2H-1,4-benzoxazine-2-carboxamide